2-(2-Chloro-4-iodoanilino)-3,4-difluoro-5-formylbenzoic acid ClC1=C(NC2=C(C(=O)O)C=C(C(=C2F)F)C=O)C=CC(=C1)I